C(C)C1=CC=NC(=C1)CO 4-ethyl-6-(hydroxymethyl)pyridin